C(CC)[Si](OC1=CC=CC=C1)(OC1=CC=CC=C1)C1=C(C=CC=C1)O propyl-(hydroxyphenyl)diphenyloxysilane